2-(4-(tert-butyl)phenyl)benzofuran C(C)(C)(C)C1=CC=C(C=C1)C=1OC2=C(C1)C=CC=C2